C(C1=CC=CC=C1)O[C@@H]1[C@H](O[C@@H]([C@H]([C@@H]1OCC1=CC=CC=C1)OCC1=CC=CC=C1)COCC1=CC=CC=C1)O (2S,3S,4S,5R,6R)-3,4,5-tribenzyloxy-6-(benzyloxymethyl)tetrahydropyran-2-ol